tert-butyl (R,Z)-4-(1,2-dimethyl-4-((1-(2-methyl-3-(trifluoromethyl)-phenyl)ethyl)imino)-1,4-dihydropyrido[3,4-d]pyrimidin-6-yl)-3,6-dihydropyridine-1(2H)-carboxylate CN1C(=N\C(\C2=C1C=NC(=C2)C=2CCN(CC2)C(=O)OC(C)(C)C)=N/[C@H](C)C2=C(C(=CC=C2)C(F)(F)F)C)C